C(C)(C)(C)OC(NCCCC(=O)C1=C(C=CC(=C1)F)F)=O (4-(2,5-difluorophenyl)-4-oxobutyl)-carbamic acid tert-butyl ester